BrC1=CC=CC(=N1)C1=CN=C2N1C=C(N=C2)N2S(CCC2)(=O)=O 2-[3-(6-bromo-2-pyridyl)imidazo[1,2-a]pyrazin-6-yl]-1,2-thiazolidine 1,1-dioxide